Butane-1,4-diamine C(CCCN)N